N-(4-(4-(cyclopropanecarbonyl)piperazin-1-yl)phenyl)-4-((3,8-dimethyl-2,3-dihydro-1H-pyrido[2,3-b][1,4]oxazin-7-yl)amino)-2-oxo-1,2-dihydropyridine-3-carboxamide C1(CC1)C(=O)N1CCN(CC1)C1=CC=C(C=C1)NC(=O)C=1C(NC=CC1NC1=C(C2=C(OC(CN2)C)N=C1)C)=O